ethyl 2-(6-(2,2-difluorocyclopropyl)-4-isopropyl-1-oxophthalazin-2(1H)-yl)acetate FC1(C(C1)C=1C=C2C(=NN(C(C2=CC1)=O)CC(=O)OCC)C(C)C)F